CCCCCCCCCCCCCCCCCCCC(=O)OC[C@H](COP(=O)([O-])OCC[N+](C)(C)C)OC(=O)CCCCCCC/C=C\CCCCCC 1-eicosanoyl-2-(9Z-hexadecenoyl)-glycero-3-phosphocholine